CC(C)(OC(=O)N[C@@H](C(=O)OC)CC=C)C methyl (2R)-2-[[(1,1-dimethylethoxy)carbonyl]amino]-4-pentenoate